CN1C(C2=CC=CC=C2C=C1)=O n-methylisoquinolin-1(2H)-one